C(C)C1CC(C1)CN1N=C(N=C1)C(=O)N 1-((3-ethylcyclobutyl)methyl)-1H-1,2,4-triazole-3-carboxamide